BrC1=C(NC(=O)C2=C(N=C(S2)C)C(F)(F)F)C(=CC(=C1)OC(F)(F)F)Br 2',6'-dibromo-2-methyl-4'-trifluoromethoxy-4-trifluoromethyl-1,3-thiazole-5-carboxanilide